4-(12-amino-4,7,10-trioxa-1-azadodecan-1-yl)-2-(2,6-dioxopiperidin-3-yl)-2,3-dihydro-1H-isoindole-1,3-dione NCCOCCOCCOCCNC1=C2C(N(C(C2=CC=C1)=O)C1C(NC(CC1)=O)=O)=O